FC(=C[C@H]1CCNC1)F (R)-4-(difluorovinyl)-pyrrolidine